methyl 4-((8aR)-2-((5-methoxy-7-methyl-1-tosyl-1H-indol-4-yl)methyl)-1,4-dioxooctahydropyrrolo[1,2-a]pyrazin-3-yl)benzoate COC=1C(=C2C=CN(C2=C(C1)C)S(=O)(=O)C1=CC=C(C)C=C1)CN1C([C@@H]2N(C(C1C1=CC=C(C(=O)OC)C=C1)=O)CCC2)=O